O1[C@@H](CC1)CN1C(=NC2=C1C=C(C=C2)C(=O)O)CN2CCC(CC2)C2=NC(=CC=C2)OCC2=CC=1N(C=C2)N=CC1 (S)-1-(oxetan-2-ylmethyl)-2-((4-(6-(pyrazolo[1,5-a]pyridin-5-ylmethoxy)pyridine-2-yl)piperidin-1-yl)methyl)-1H-benzo[d]imidazole-6-carboxylic acid